ClC=1C(=C(NC=2C3=C(N=CN2)C=CC(=N3)O[C@@H]3CN(CC3)C(C=C)=O)C=CC1OC(F)F)F 1-[(3S)-3-[4-[3-Chloro-4-(difluoromethoxy)-2-fluoro-anilino]pyrido[3,2-d]pyrimidin-6-yl]oxypyrrolidin-1-yl]prop-2-en-1-one